CC=1SC2=C(C1NC(NS(N(C1CN(CCC1)C)C=1C=NN(C1)C)(=O)=O)=O)C=CC=C2 3-(2-Methyl-1-benzothiophen-3-yl)-1-[(1-methyl-1H-pyrazol-4-yl)(1-methylpiperidin-3-yl)sulfamoyl]urea